C(N)(OC(C(=O)NCCOC(=O)OC1=CC=C(C=C1)C=CC1=CC(=CC(=C1)OC)OC)CC(SC)C(C)(C)C)=O Tert-butyl-(1-((2-(((4-(3,5-dimethoxystyryl) phenoxy) carbonyl) oxy) ethyl) amino)-4-(methylthio)-1-oxobutan-2-yl) carbamate